1-(4-methylpiperazin-1-yl)octadecan-1-one CN1CCN(CC1)C(CCCCCCCCCCCCCCCCC)=O